C(CCCCCCC)(=O)OCC(O)CO monoglyceryl caprylate